C12C3(C4CC(CC(C1)C4)C2)O[C@]2(OO3)C[C@@H](CCC2)C2=CC=C(OC3CCN(CC3)CC(C)(O)C)C=C2 1-[4-(p-{(1R,3R)-Dispiro[cyclohexane-1,3'-[1,2,4]trioxolane-5',2''-tricyclo[3.3.1.13,7]decan]-3-yl}phenoxy)-1-piperidyl]-2-methyl-2-propanol